C(C)(C)(C)OC(N[C@H](C(=O)N1CC2=C(N=C(N=C2OC2=C(C=C(C=C2C)C#N)C)NC2=CC=C(C=C2)C#N)CC1)C)=O (S)-(1-(4-(4-cyano-2,6-dimethylphenoxy)-2-((4-cyanophenyl)amino)-7,8-dihydropyrido[4,3-d]pyrimidin-6(5H)-yl)-1-oxopropan-2-yl)carbamic acid tert-butyl ester